O1CCN(CC1)C1=CC=C(C=C1)C(CC)=O p-morpholinopropiophenone